tert-butyl 5-(5-amino-6-fluoro-2,3-dihydrobenzofuran-7-yl)-3-[tert-butyl(dimethyl)silyl]oxy-2,3,4,7-tetrahydroazepine-1-carboxylate NC=1C(=C(C2=C(CCO2)C1)C=1CC(CN(CC1)C(=O)OC(C)(C)C)O[Si](C)(C)C(C)(C)C)F